(S)-4-((1-(4-chloro-1-oxo-2-phenyl-8-(pyridin-4-ylethynyl)-1,2-dihydroisoquinolin-3-yl)ethyl)amino)pyrido[2,3-d]pyrimidin-5(8H)-one ClC1=C(N(C(C2=C(C=CC=C12)C#CC1=CC=NC=C1)=O)C1=CC=CC=C1)[C@H](C)NC=1C2=C(N=CN1)NC=CC2=O